2,6-dipropyl-4-pentylphenol C(CC)C1=C(C(=CC(=C1)CCCCC)CCC)O